C(C1=CC=CC=C1)OC(=O)N1C(CCC1)C#CC1=CC=CC=C1 (phenylethynyl)pyrrolidine-1-carboxylic acid benzyl ester